N-(2-(dimethylamino)ethyl)-4-((3-(4-methoxyphenyl)imidazo[1,2-a]pyrazin-8-yl)amino)-N,2-dimethylbenzamide CN(CCN(C(C1=C(C=C(C=C1)NC=1C=2N(C=CN1)C(=CN2)C2=CC=C(C=C2)OC)C)=O)C)C